N-methyl-(2-hydroxyethyl)methacrylamide CNC(C(=CCCO)C)=O